3-Piperidin-1-ylpropyl 5,12-dioxoindolizino[2,3-g]quinoline-6-carboxylate O=C1C=2C=CC=NC2C(C2=C1C(=C1C=CC=CN12)C(=O)OCCCN1CCCCC1)=O